N-Acetylpyrazole C(C)(=O)N1N=CC=C1